2''-bromo-5''-chloro-4''-fluorodispiro[imidazolidine-4,1'-cyclohexane-4',1''-indene]-2,5-dione BrC=1C2(C3=CC=C(C(=C3C1)F)Cl)CCC1(CC2)NC(NC1=O)=O